(R)-7-chloro-2-(5-methoxypyrimidine-2-carbonyl)-1-methyl-2,3,4,5-tetrahydro-1H-pyrido[4,3-b]indole-6-carbonitrile ClC1=CC=C2C3=C(NC2=C1C#N)CCN([C@@H]3C)C(=O)C3=NC=C(C=N3)OC